The molecule is a peptide anion obtained from N-acetyl-D-glucosaminyl-(1->4)-N-acetylmuramoyl-L-alanyl-D-glutamyl-6-carboxy-L-lysine. Major structure at pH 7.3 It is a conjugate base of a N-acetyl-D-glucosaminyl-(1->4)-N-acetylmuramoyl-L-alanyl-D-glutamyl-6-carboxy-L-lysine. C[C@@H](C(=O)N[C@H](CCC(=O)N[C@@H](CCCC(C(=O)[O-])[NH3+])C(=O)[O-])C(=O)[O-])NC(=O)[C@@H](C)O[C@H]1[C@@H]([C@H](OC([C@@H]1NC(=O)C)O)CO)O[C@H]2[C@@H]([C@H]([C@@H]([C@H](O2)CO)O)O)NC(=O)C